O=C1N(C(C2=CC=CC=C12)=O)C(C(=O)[O-])CCCC(=O)[O-] 1,3-dioxoisoindol-2-yladipate